C(C1=CC=CC=C1)N1C[C@H](C[C@@H](C1)F)O[Si](C)(C)C(C)(C)C (3S,5S)-1-benzyl-3-((tert-butyldimethylsilyl)oxy)-5-fluoropiperidine